ClC1=C(C(=CC=C1)Cl)C1CN(C1)C1=CC(=C(CN2CCC(CC2)C(=O)O)C=C1)F (4-(3-(2,6-dichlorophenyl)azetidin-1-yl)-2-fluorobenzyl)piperidine-4-carboxylic acid